N-(3-chloro-4-(1H-pyrazol-1-yl)phenyl)-1-(2-carbonyl-1,2-dihydropyrrolo[4,3,2-ij]isoquinoline-6-yl)-5-(trifluoromethyl)-1H-pyrazole-4-carboxamide ClC=1C=C(C=CC1N1N=CC=C1)NC(=O)C=1C=NN(C1C(F)(F)F)C1=CN=C2C3=C(C=CC=C13)C(N2)=C=O